1-(4-(1-(4-fluoro-3-hydroxyphenyl)-1H-indazol-5-yl)piperidin-1-yl)ethan-1-one FC1=C(C=C(C=C1)N1N=CC2=CC(=CC=C12)C1CCN(CC1)C(C)=O)O